FC(N1N=C(C=C1)C1=CC(=NC=C1C#N)C1=CC=C(C=C1)C(F)(F)F)F 4-(1-(difluoromethyl)-1H-pyrazol-3-yl)-6-(4-(trifluoromethyl)phenyl)nicotinonitrile